C(#N)C=1C(=CC(=NC1)NC(=O)N1C2CC(C3=CC(=C(N=C13)C=O)CN1C(CN(CC1)C)=O)(C2)F)N[C@@H](COC)C (R)-N-(5-cyano-4-((1-methoxyprop-2-yl)amino)pyridin-2-yl)-4-fluoro-7-formyl-6-((4-methyl-2-oxopiperazin-1-yl)methyl)-3,4-dihydro-2,4-methylene-1,8-naphthyridine-1(2H)-carboxamide